C(C)(C)(C)C1=C(C(=CC(=C1)CN(C)C)C(C)(C)C)O 2,6-di-tertiary butyl-p-(dimethylaminomethyl)phenol